(R)-2-amino-N-((R)-2-(benzyloxy)-1-((3aS,4S,6S,7aR)-3a,5,5-trimethylhexahydro-4,6-methanobenzo[d][1,3,2]dioxaborol-2-yl)ethyl)-3-methoxypropanamide hydrochloride Cl.N[C@@H](C(=O)N[C@@H](COCC1=CC=CC=C1)B1O[C@@]2([C@H](O1)C[C@H]1C([C@@H]2C1)(C)C)C)COC